6-(8-hydroxy-1-oxo-2-(pyrrolidin-3-yl)-1,2-dihydroisoquinolin-6-yl)-2-methylimidazo[1,2-a]pyridine-8-carbonitrile OC=1C=C(C=C2C=CN(C(C12)=O)C1CNCC1)C=1C=C(C=2N(C1)C=C(N2)C)C#N